methyl 5-bromo-2-(bromomethyl)-3-iodobenzoate BrC=1C=C(C(=C(C(=O)OC)C1)CBr)I